CC=1C(NC=CC1)CN (3-methyl-1,2-dihydropyridin-2-yl)methanamine